4-(((2-Morpholino-5-phenylthieno[2,3-d]pyrimidin-4-yl)amino)methyl)-benzenesulfonamide O1CCN(CC1)C=1N=C(C2=C(N1)SC=C2C2=CC=CC=C2)NCC2=CC=C(C=C2)S(=O)(=O)N